(R)-4-chloro-6,7-dihydro-5H-cyclopenta[b]pyridin-7-ol ClC1=C2C(=NC=C1)[C@@H](CC2)O